4-(5-(2-chloroethylamino)-1-methyl-1H-benzo[d]imidazol-2-yl)butanoic acid ClCCNC1=CC2=C(N(C(=N2)CCCC(=O)O)C)C=C1